2-(4,4-dimethyl-1-piperidyl)-8-[1-[3-fLuoro-2-(1-hydroxy-2,3,1-benzoxazaborinin-6-yl)phenoxy]ethyl]-3,6-dimethyl-chromen-4-one CC1(CCN(CC1)C=1OC2=C(C=C(C=C2C(C1C)=O)C)C(C)OC1=C(C(=CC=C1)F)C=1C=CC2=C(C=NOB2O)C1)C